(S)-N-(3-(Difluoromethyl)-1-(piperidin-4-yl)-1H-pyrazol-4-yl)-5-(3-hydroxypiperidin-1-yl)pyrazolo[1,5-a]pyrimidine-3-carboxamide 14-methyl-9,11,13-pentadecatrienyl-acetate CC(=CC=CC=CCCCCCCCCCC(=O)O)C.FC(C1=NN(C=C1NC(=O)C=1C=NN2C1N=C(C=C2)N2C[C@H](CCC2)O)C2CCNCC2)F